CC1CN(CCN1C)C1=C(C=CC=C1)CN (2-(3,4-dimethylpiperazin-1-yl)phenyl)methanamine